C(C)(C)(C)C1=NOC(=N1)CN1CC2(C1)CNC2 3-tert-butyl-5-(2,6-diazaspiro[3.3]heptan-2-ylmethyl)-1,2,4-oxadiazole